Br.OC=1C=C2CCNCC2=CC1C=O 6-hydroxy-1,2,3,4-tetrahydro-isoquinoline-7-carbaldehyde hydrobromide